C(C)(C)(C)N1N=NC(=C1)C[C@@H]1[C@@H]([C@H]([C@H]([C@H](O1)CO)O)N1N=NC(=C1)C1=C(C(=C(C=C1)Cl)F)F)OC (2r,3r,4s,5r,6r)-6-((1-(tert-butyl)-1H-1,2,3-triazol-4-yl)methyl)-4-(4-(4-chloro-2,3-difluorophenyl)-1H-1,2,3-triazol-1-yl)-2-(hydroxymethyl)-5-methoxytetrahydro-2H-pyran-3-ol